ClC=1C=C(C(=C(C1)C1N(CCC1)S(=O)(=O)N)F)C=1C(=NN(C1)C1=C(C=C(C=C1)N1CC(NCC1)(C)C)F)C1=CC=NC=C1 (5-chloro-3-{1-[4-(3,3-dimethylpiperazin-1-yl)-2-fluorophenyl]-3-(pyridin-4-yl)pyrazol-4-yl}-2-fluorophenyl)pyrrolidine-1-sulfonamide